(4-amino-7-chloro-1,3-dihydrofuro[3,4-c]quinolin-8-yl)((3S)-3-(6-(difluoromethoxy)-3-pyridinyl)-4-morpholinyl)methanone NC1=NC=2C=C(C(=CC2C2=C1COC2)C(=O)N2[C@H](COCC2)C=2C=NC(=CC2)OC(F)F)Cl